N1N=CC(=C1)CN(C(=O)NCC=1NC2=CC(=CC=C2C1)OCC1=NOC=C1)C 1-((1H-pyrazol-4-yl)methyl)-3-((6-(isoxazol-3-ylmethoxy)-1H-indol-2-yl)methyl)-1-methylurea